tert-butyl (6aR,9R)-5-bromo-9-(diethylcarbamoyl)-6a,7,8,9-tetrahydroindolo[4,3-fg]quinoline-4(6H)-carboxylate BrC=1N(C2=CC=CC=3C4=C[C@H](CN[C@@H]4CC1C32)C(N(CC)CC)=O)C(=O)OC(C)(C)C